COC1=NC=C(C=N1)N1CCN(CC1)C1=NOC(=C1)C(C(=O)OC)C(C)C methyl 2-{3-[4-(2-methoxypyrimidin-5-yl)piperazin-1-yl]-1,2-oxazol-5-yl}-3-methylbutanoate